C(C)(C)(C)OC(=O)N1C[C@H]([C@@H](CC1)OC=1C=C2C(=NC=NC2=CC1OC)C=1C(=NN(C1)C)C1=CC=CC=C1)F (3R,4R)-3-fluoro-4-((7-methoxy-4-(1-methyl-3-phenyl-1H-pyrazol-4-yl)quinazolin-6-yl)oxy)piperidine-1-carboxylic acid tert-butyl ester